3-((7-(3-methylisoxazol-4-yl)-4-oxoquinazolin-3(4H)-yl)methyl)-N-((1-methylpiperidin-4-yl)methyl)benzamide CC1=NOC=C1C1=CC=C2C(N(C=NC2=C1)CC=1C=C(C(=O)NCC2CCN(CC2)C)C=CC1)=O